FC1=C(C(=O)N(C2=NC=CC3=C2C=C(S3)C3=CC(=NC=C3)C(=O)NC)[C@H]3CNCCC3)C=CC(=C1)N1N=NC=3C1=NC=CC3 4-[4-[[2-fluoro-4-(triazolo[4,5-b]pyridin-3-yl)benzoyl]-[(3R)-3-piperidyl]amino]thieno[3,2-c]pyridin-2-yl]-N-methyl-pyridine-2-carboxamide